bis(2,6-dimethylbenzoyl)-2,4-dipentoxyphenyl-phosphine oxide CC1=C(C(=O)P(C2=C(C=C(C=C2)OCCCCC)OCCCCC)(C(C2=C(C=CC=C2C)C)=O)=O)C(=CC=C1)C